ClC1=C(C=C(C(=O)OC(C)(C)C)C=C1[N+](=O)[O-])O tert-butyl 4-chloro-3-hydroxy-5-nitrobenzoate